C(CCCCCCC(=O)NC1=CC=CC=C1)(=O)OC methyl suberanilate